1-(3-chloro-5'-fluoro-2'-hydroxy-3'-(5-(3-hydroxy-3-methylazetidin-1-yl)-6-methoxypyridin-3-yl)-[1,1'-biphenyl]-4-yl)-3-methyl-1H-imidazol-2(3H)-one ClC=1C=C(C=CC1N1C(N(C=C1)C)=O)C1=C(C(=CC(=C1)F)C=1C=NC(=C(C1)N1CC(C1)(C)O)OC)O